Diphenyl cresyl phosphate CC1=CC(=C(C=C1)OC2=CC=CC=C2)C3=CC=CC=C3.OP(=O)(O)O